OCCONC1=CC=C(C=C1)N β-hydroxyethyloxy-para-phenylenediamine